O[C@H]1C[C@@H](N(C1)C([C@H](C(C)(C)C)N1N=NC(=C1)CN1C(CCC(C1)O)=O)=O)C(=O)NC (2R,4S)-4-hydroxy-1-[(2S)-2-[4-[(5-hydroxy-2-oxo-1-piperidyl)methyl]triazol-1-yl]-3,3-dimethyl-butanoyl]-N-methyl-pyrrolidine-2-carboxamide